C(CCCCCCC\C=C/CCCCCCCC)(=O)OCC(COC(CCCCCCC\C=C/CCCCCCCC)=O)COC(CCCCCCC\C=C/CCCCCCCC)=O 2-((oleoyloxy)methyl)propane-1,3-diyl dioleate